3-[4-[3-[4-[(3R,5R)-5-[(5-chloro-1-methyl-6-oxo-pyridazin-4-yl)amino]-1-methyl-3-piperidyl]benzoyl]-3,9-diazaspiro[5.5]undecan-9-yl]-3-methyl-phenyl]piperidine-2,6-dione ClC1=C(C=NN(C1=O)C)N[C@@H]1C[C@@H](CN(C1)C)C1=CC=C(C(=O)N2CCC3(CC2)CCN(CC3)C3=C(C=C(C=C3)C3C(NC(CC3)=O)=O)C)C=C1